O=CC(CCC(=O)O)NCCCCCCNC(C1=CC=C(C=C1)C(C(CS(=O)(=O)C1=CC=C(C)C=C1)CS(=O)(=O)C1=CC=C(C)C=C1)=O)=O 5-oxo-4-(6-(4-(3-p-toluenesulfonyl-2-(p-toluenesulfonylmethyl)propionyl)benzoylamino)hexanylamino)n-pentanoic acid